N-(2-(3-((Dimethylamino)methyl)azetidin-1-yl)-5-(3'-methyl-2'-oxo-2',3'-dihydrospiro[cyclopropane-1,1'-pyrrolo[2,3-c]quinolin]-8'-yl)pyridin-3-yl)cyclopropanesulfonamide CN(C)CC1CN(C1)C1=NC=C(C=C1NS(=O)(=O)C1CC1)C1=CC=2C3=C(C=NC2C=C1)N(C(C31CC1)=O)C